NC1=C2C=CC(=NC2=C(C=C1C(=O)C1=C2C=NN(C2=C(C=C1)F)C1OCCCC1)I)C (5-amino-8-iodo-2-methylquinolin-6-yl)-[7-fluoro-1-(oxan-2-yl)indazol-4-yl]methanone